C(N)(OC1CCCC1)=O 4-cyclopentyl carbamate